OC=1C=C(C=CC1O)N(CCO)CCO N-(3,4-dihydroxyphenyl)diethanolamine